N-[1-Hydroxymethyl-2-methylpropyl]4-[4-(1-methyl-1H-pyrazol-4-yl)-benzyl]-pyrrolo[1,2-b]pyridazin-2-carboxamid OCC(C(C)C)NC(=O)C=1C=C(C=2N(N1)C=CC2)CC2=CC=C(C=C2)C=2C=NN(C2)C